NC1=CC(=C(C=C1)C1(CC1)NC(OC(C)(C)C)=O)CS(=O)(=O)C tert-butyl (1-(4-amino-2-((methylsulfonyl)methyl)phenyl)cyclopropyl)carbamate